O=S1(CCN(CC1)C(=O)C=1C=C(CC2=NNC(C3=CC=CC=C23)=O)C=CC1F)=O 4-(3-(1,1-dioxothiomorpholine-4-carbonyl)-4-fluorobenzyl)phthalazine-1(2H)-one